N-(((1S,2R)-2-((1H-pyrazol-1-yl)methyl)cyclopropyl)methyl)-5-(furan-2-yl)isoxazole-3-carboxamide N1(N=CC=C1)C[C@H]1[C@H](C1)CNC(=O)C1=NOC(=C1)C=1OC=CC1